BrC=1C=C2C(=C(C=NC2=CC1)S(=O)(=O)N1CCN(CC1)C(=O)OCC1=CC=CC=C1)O benzyl 4-[(6-bromo-4-hydroxy-3-quinolyl)sulfonyl]piperazine-1-carboxylate